COC=1C=C(C=CC1)CCCC=O 4-(3-methoxyphenyl)butan-1-one